1,3-bis(cyanomethyl)imidazole chloride [Cl-].C(#N)CN1CN(C=C1)CC#N